Cyclohexane-1,2-dicarbohydrazide C1(C(CCCC1)C(=O)NN)C(=O)NN